NC=1C=C2CN(C(C2=CC1)=O)C1C(NC(CC1)=O)=O 3-(5-amino-1-oxo-2,3-dihydro-1H-isoindol-2-yl)piperidine-2,6-dione